C(C1=CC=CC=C1)OCCOCCCCN1N=CC(=C1)C1=NN(C2=CC=C(C=C12)O[Si](C)(C)C(C)(C)C)C1OCCCC1 [3-[1-[4-(2-benzyloxyethoxy)butyl]pyrazol-4-yl]-1-tetrahydropyran-2-yl-indazol-5-yl]oxy-tert-butyl-dimethyl-silane